tetraazapentadecan-one NC(NNNCCCCCCCCCC)=O